(S)-3-(5-fluoro-3'-(trifluoromethoxy)biphenyl-3-yl)-3-(3-(4-hydroxy-1-methyl-2-oxo-1,2-dihydropyridin-3-yl)ureido)propanoic acid ethyl ester C(C)OC(C[C@H](NC(=O)NC=1C(N(C=CC1O)C)=O)C=1C=C(C=C(C1)F)C1=CC(=CC=C1)OC(F)(F)F)=O